C(C)(C)C1=C(NC2=C1N=C(S2)C2CCN(CC2)C2CCOCC2)C2=CN(C1=NC=CC=C12)C 6-isopropyl-5-(1-methyl-1H-pyrrolo[2,3-b]pyridin-3-yl)-2-(1-(tetrahydro-2H-pyran-4-yl)piperidin-4-yl)-4H-pyrrolo[3,2-d]thiazole